5-bromo-1,3-dimethyl-3-(((trifluoromethyl)thio)methyl)indolin-2-one BrC=1C=C2C(C(N(C2=CC1)C)=O)(CSC(F)(F)F)C